4-((6-(1-(tert-Butyl)-1H-pyrazol-4-yl)pyrazin-2-yl)((4-(4-methoxy-3,5-dimethylphenyl)bicyclo[2.2.2]octan-1-yl)methyl)carbamoyl)(trans-cyclohexyl) 3-hydroxyazetidine-1-carboxylate OC1CN(C1)C(=O)O[C@@H]1CC[C@H](CC1)C(N(CC12CCC(CC1)(CC2)C2=CC(=C(C(=C2)C)OC)C)C2=NC(=CN=C2)C=2C=NN(C2)C(C)(C)C)=O